3-[[4-[4-ethoxy-5-isopropoxy-2-(2H-tetrazol-5-yl)phenyl]piperazin-1-yl]methyl]pyridazine C(C)OC1=CC(=C(C=C1OC(C)C)N1CCN(CC1)CC=1N=NC=CC1)C=1N=NNN1